(S)-3-((S)-sec-butyl)-4-(1-((R)-2-hydroxypropyl)-1H-pyrazole-4-carbonyl)-1,3,4,5-tetrahydro-2H-benzo[e][1,4]diazepin-2-one [C@H](C)(CC)[C@@H]1N(CC2=C(NC1=O)C=CC=C2)C(=O)C=2C=NN(C2)C[C@@H](C)O